6-((7-((4-(ethylsulfonimidoyl)phenyl)amino)-2,6-naphthyridin-1-yl)ethynyl)pyridazin-3(2H)-one C(C)S(=O)(=N)C1=CC=C(C=C1)NC1=NC=C2C=CN=C(C2=C1)C#CC=1C=CC(NN1)=O